BrC1=CC(=CC=2CCOC21)OCC2=CC(=C(C=C2)F)F 7-bromo-5-((3,4-difluorobenzyl)oxy)-2,3-dihydrobenzofuran